N1(N=NC2=C1C=CC=C2)OC=2C1=C(N=C(N2)C)CN(C1)C(=O)OC(C)(C)C tert-Butyl 4-((1H-benzo[d][1,2,3]triazol-1-yl)oxy)-2-methyl-5,7-dihydro-6H-pyrrolo[3,4-d]pyrimidine-6-carboxylate